1-[2-[2-Hydroxy-3-(propan-2-ylamino)propoxy]phenyl]-3-(4-methoxyphenyl)prop-2-en-1-one OC(COC1=C(C=CC=C1)C(C=CC1=CC=C(C=C1)OC)=O)CNC(C)C